3-Ethyl-3-(iodomethyl)-5-phenylpentan-2-one C(C)C(C(C)=O)(CCC1=CC=CC=C1)CI